CN(C/C=C/C(=O)N(C)[C@H](C(=O)NCCC=1C=C(C=CC1)NC=1C(=NC(=C(N1)C)CC)C(=O)N)C)C (S,E)-3-((3-(2-(2-(4-(dimethylamino)-N-methylbut-2-enamido)propanamido)ethyl)phenyl)amino)-6-ethyl-5-methylpyrazine-2-carboxamide